(R)-(2-(2'-methoxy-4'-methyl-5'-nitro[1,1'-biphenyl]-4-yl)propyl)carbamic acid tert-butyl ester C(C)(C)(C)OC(NC[C@H](C)C1=CC=C(C=C1)C1=C(C=C(C(=C1)[N+](=O)[O-])C)OC)=O